COC=1C=2N(C=CC1C(=O)O)N=CC2 4-Methoxypyrazolo[1,5-a]pyridine-5-carboxylic acid